Cl.FC(C1=CC=2OCC[C@@H]3N(C2N=C1)CCNC3)(F)F (S)-3-(trifluoromethyl)-7,7a,8,9,10,11-hexahydro-6H-pyrazino[1,2-d]pyrido[3,2-b][1,4]oxazepine hydrochloride